NC=1C2=C(N=CN1)N(C=C2C2=CC=C(C=1N2C=CN1)NC(=O)NC1=CC(=NO1)C)C1CC1 1-(5-(4-AMINO-7-CYCLOPROPYL-7H-PYRROLO[2,3-D]PYRIMIDIN-5-YL)IMIDAZO[1,2-A]PYRIDIN-8-YL)-3-(3-METHYLISOXAZOL-5-YL)UREA